C(CCC)(=O)SCCNC(CCNC([C@@H](C(COP(OP(OC[C@@H]1[C@H]([C@H]([C@@H](O1)N1C=NC=2C(N)=NC=NC12)O)OP(=O)(O)O)(=O)O)(=O)O)(C)C)O)=O)=O butanoylCoA